C(CCCCCC(=O)OCCC=CCCCCC)(=O)OCC1=CC(=CC(=C1)COC(CCC(CCCCCC)OC(NCCN1CCCC1)=O)=O)COC(CCC(OCCCCCCCC)OCCCCCCCC)=O (Z)-1-(3-(((4,4-bis(octyloxy)butanoyl)oxy)methyl)-5-(((4-(((2-(pyrrolidin-1-yl)ethyl)carbamoyl)oxy)decanoyl)oxy)methyl)benzyl) 7-(non-3-en-1-yl) heptanedioate